5-(2-cyclohexyl-2-propoxycarbonyl)-7-oxo-bicyclo[2.2.1]Hept-2-ene C1(CCCCC1)C(C)(C)OC(=O)C1C2C=CC(C1)C2=O